N[C@](C(=O)[O-])(CC(C)(C)C)C1=C(C=C(C=C1)C#C)F (R)-2-amino-2-(4-ethynyl-2-fluorophenyl)-4,4-dimethylpentanoate